NC[C@@H](C(=O)NC=1C=CC=C2C(=CNC12)C=1C(=NNC1)F)C1=CC=CC=C1 (2S)-3-amino-N-[3-(3-fluoro-1H-pyrazol-4-yl)-1H-indol-7-yl]-2-phenyl-propanamide